N-(2-aminophenyl)-5-nitro-1H-pyrazole-3-carboxamide NC1=C(C=CC=C1)NC(=O)C1=NNC(=C1)[N+](=O)[O-]